(R)-2-amino-N-((S)-1-(((4-aminoquinazolin-7-yl)methyl)amino)-1-oxopropan-2-yl)-4-phenylbutanamide dihydrochloride Cl.Cl.N[C@@H](C(=O)N[C@H](C(=O)NCC1=CC=C2C(=NC=NC2=C1)N)C)CCC1=CC=CC=C1